ClC1=C(C=C(OCC(=O)NC23CC(C2)(C3)NS(=O)(=O)CCC3=CC=C(C=C3)F)C=C1)F 2-(4-chloro-3-fluorophenoxy)-N-(3-{[2-(4-fluorophenyl)ethanesulfonyl]amino}bicyclo[1.1.1]pentan-1-yl)acetamide